2-(2-pentoxycarbonyl)acetoxy-1,3-propanediol CC(CCC)OC(=O)CC(=O)OC(CCO)O